S(=O)(=O)([O-])[O-].P(=O)([O-])(O)O.[Fe+3] ferric phosphate (sulfate)